(S)-ethyl 2-amino-3-methylbutanoate hydrochloride Cl.N[C@H](C(=O)OCC)C(C)C